C(C)(C)(C)OC([C@H](CC1=CC=C(C=C1)N)N1C(C(N(CC1)C1=C(C=CC(=C1)Cl)N1N=NN=C1)=O)=O)=O (S)-3-(4-aminophenyl)-2-(4-(5-chloro-2-(1H-tetrazol-1-yl)phenyl)-2,3-dioxopiperazin-1-yl)propanoic acid tert-butyl ester